COC=1C=C(C(=O)N2[C@@H](CCC2)C(=O)NC(C)C2=CC=CC=C2)C=CC1N1C=NC(=C1)C (2S)-1-(3-methoxy-4-(4-methyl-1H-imidazol-1-yl)benzoyl)-N-(1-phenylethyl)pyrrolidine-2-carboxamide